(2-chloro-4-(2-fluoro-3-methoxyphenoxy)phenyl)(4-(((3R,6S)-6-(hydroxymethyl)tetrahydro-2H-pyran-3-yl)amino)-1H-pyrrolo[2,3-b]pyridin-3-yl)methanone ClC1=C(C=CC(=C1)OC1=C(C(=CC=C1)OC)F)C(=O)C1=CNC2=NC=CC(=C21)N[C@H]2CO[C@@H](CC2)CO